Ethylene ethyl methacrylate glycidyl-methacrylate C(C1CO1)OC(C(=C)C)=O.C(C(=C)C)(=O)OCC.C=C